C(C)(C)(C)OC(=O)O[C@@H]1[C@H]([C@H](N(C1)C(=O)OC(C)(C)C)CC1=CC=C(C=C1)OC)OC(CCC=1N=CN(C1)C)=O tert-butyl (2R,3S,4S)-4-[(tert-butoxycarbonyl)oxy]-2-[(4-methoxyphenyl) methyl]-3-{[3-(1-methylimidazol-4-yl)propanoyl]oxy}pyrrolidine-1-carboxylate